FC1=C2NC(C(N(C2=CC=C1)CCCO)=O)=O 5-fluoro-1-(3-hydroxypropyl)quinoxaline-2,3(1h,4h)-dione